1,1-dimethyloxirane CC1(CO1)C